OC(C(=O)OCC)CCC beta-ethyl hydroxyvalerate